5-bromo-1-methyl-1H-pyrrolo[2,3-b]pyridine BrC=1C=C2C(=NC1)N(C=C2)C